CONC(=O)C1=NN(C=N1)CC=1SC(=CC1)C1=NOC(=N1)C(F)(F)F N-methoxy-1-[[5-[5-(trifluoromethyl)-1,2,4-oxadiazol-3-yl]-2-thienyl]methyl]-1,2,4-triazole-3-carboxamide